(Z)-3-octadecenoic acid ethyl ester C(C)OC(C\C=C/CCCCCCCCCCCCCC)=O